(4-((1-(Methylsulfonyl)piperidin-4-yl)methoxy)-3-(trifluoromethyl)phenyl)-methanol CS(=O)(=O)N1CCC(CC1)COC1=C(C=C(C=C1)CO)C(F)(F)F